COC1=C(C=C(C=C1)C(F)(F)F)C(CC)=O 1-[2-methoxy-5-(trifluoromethyl)phenyl]propan-1-one